S1C=NC(=C1)C[C@H](N)C(=O)O β-(4-thiazolyl)-alanine